4-({[5-(2-Chloro-5-methoxyphenyl)-1,3-oxazol-2-yl]methyl}sulfanyl)-6-(4-methylpiperazin-1-yl)-1,3,5-triazin-2-amine ClC1=C(C=C(C=C1)OC)C1=CN=C(O1)CSC1=NC(=NC(=N1)N1CCN(CC1)C)N